NCC=1OC2=C(C1)C(=CC(=C2)C(F)(F)F)C2=CC=C(C=N2)C(=O)N2CCC(CC2)(F)F (6-(2-(aminomethyl)-6-(trifluoromethyl)benzofuran-4-yl)pyridin-3-yl)(4,4-difluoropiperidin-1-yl)methanone